3-sulfamoyl-4-[5-(trifluoromethyl)-1,2,4-oxadiazol-3-yl]Phenyl-acetamide S(N)(=O)(=O)C=1C=C(C=CC1C1=NOC(=N1)C(F)(F)F)CC(=O)N